2-(2-hydroxy-4-hydroxymethylphenyl)-4,6-bis(2,4-dimethylphenyl)-s-triazine OC1=C(C=CC(=C1)CO)C1=NC(=NC(=N1)C1=C(C=C(C=C1)C)C)C1=C(C=C(C=C1)C)C